OC1=CC=C(C2=C1N=C(O2)N2CC1N(C(C2)C1)C(=O)OC(C)(C)C)C=1N=CSC1 tert-Butyl 3-(4-hydroxy-7-(thiazol-4-yl)benzo[d]oxazol-2-yl)-3,6-diazabicyclo[3.1.1]heptane-6-carboxylate